FC(OC1=CC=CC=2C(N([C@H]3C=4N([C@@H](C21)C3)C3=C(N4)C=CC(=C3)C#CC3CN(CC3)C(C(C)(C)C)=O)C([2H])([2H])[2H])=O)F (7R,14R)-1-(difluoromethoxy)-6-(methyl-d3)-11-((1-pivaloylpyrrolidin-3-yl)ethynyl)-6,7-dihydro-7,14-methanobenzo[f]benzo[4,5]imidazo[1,2-a][1,4]diazocin-5(14H)-one